5-amino-1-methyl-3-propyl-1H-pyrazole-4-carbonitrile NC1=C(C(=NN1C)CCC)C#N